FC(CC=1C(OC=2C=CC(=C3C(C(N(C1C23)C)=O)C)OC)=O)(SC2=CC=CC=C2)F (2,2-difluoro-2-(phenylsulfanyl)ethyl)-7-methoxy-4,6-dimethylpyrano[2,3,4-ij]isoquinoline-2,5(4H,6H)-dione